CCCCC(N)(N)N triaminopentane